2-methoxy-2-methyl-4-ethyl-3,4-dihydropyran COC1(OC=CC(C1)CC)C